C(#N)NC(=NC=1C=CC2=C(C=C(O2)C)C1)N[C@@H]1C(N(CCCC1)CC(N1CCCC1)=O)=O 1-Cyano-2-(2-Methyl-1-Benzofuran-5-Yl)-3-[(3s)-2-Oxo-1-(2-Oxo-2-Pyrrolidin-1-Ylethyl)azepan-3-Yl]guanidine